CNC(=O)C1=CN=C(N1)C(F)(F)F N-methyl-2-(trifluoromethyl)-1H-imidazole-5-carboxamide